C(C)OC(COC1=NOC(=C1)[C@H](C(=O)N1[C@@H](C[C@H](C1)O)C(=O)N[C@@H](C)C1=CC=C(C=C1)C1=C(N=CS1)C)C(C)C)OC (2S,4R)-1-[(2R)-2-[3-(2-ethoxy-2-methoxyethoxy)-1,2-oxazol-5-yl]-3-methylbutanoyl]-4-hydroxy-N-[(1S)-1-[4-(4-methyl-1,3-thiazol-5-yl)phenyl]ethyl]pyrrolidine-2-carboxamide